3-(3-methylaminopropylamino)propanethiol dihydrochloride Cl.Cl.CNCCCNCCCS